5-(7-methylspiro[2H-benzofuran-3,1'-cyclopropane]-4-yl)oxy-N-(3-nitro-2-pyridyl)pyrazin-2-amine CC1=CC=C(C2=C1OCC21CC1)OC=1N=CC(=NC1)NC1=NC=CC=C1[N+](=O)[O-]